5-(3-chlorophenyl)pyridine-formaldehyde ClC=1C=C(C=CC1)C=1C=CC(=NC1)C=O